NCCCCCC(=O)C(C(=O)O)CCCCN aminocaproyl-6-aminocaproic acid